N-tert-butylbenzamide C(C)(C)(C)NC(C1=CC=CC=C1)=O